OC1=C(CSC(C(=O)O)C)C=C(C=C1)[N+](=O)[O-] [2-hydroxy-5-nitrobenzylthio]propionic acid